ClC1=CC=C(C=C1)C(CCC1=NC(=NC(=N1)N[C@@H](CO)CC(C)C)NS(=O)(=O)C)(F)F (R)-N-(4-(3-(4-chlorophenyl)-3,3-difluoropropyl)-6-((1-hydroxy-4-methylpent-2-yl)amino)-1,3,5-triazin-2-yl)methanesulfonamide